C1(CC1)[C@H](C)C=1C(=C2C(=NC1)CCC2)NC(=O)NS(=O)(=N)C=2OC=C(C2)C(C)(C)O N-((3-((S)-1-cyclopropylethyl)-6,7-dihydro-5H-cyclopenta[b]pyridin-4-yl)carbamoyl)-4-(2-hydroxypropan-2-yl)furan-2-sulfonimidamide